O=C1NC(CCC1C=1C=CC(=NC1)CN1CCC(CC1)N1N=C2C=C(C(=CC2=C1)NC(C1=CC(=CC=C1)C(F)(F)F)=O)OC)=O N-(2-(1-((5-(2,6-dioxopiperidin-3-yl)pyridin-2-yl)methyl)piperidin-4-yl)-6-methoxy-2H-indazol-5-yl)-3-(trifluoromethyl)benzamide